(3R,4S)-N,N-BIS(4-METHOXYBENZYL)-4-METHYLHEPT-6-ENE-3-SULFONAMIDE COC1=CC=C(CN(S(=O)(=O)[C@H](CC)[C@H](CC=C)C)CC2=CC=C(C=C2)OC)C=C1